CN(CCNC(=O)C1=NNC2=CN=C(C=C21)C2=CC(=CC=C2)NC(C=C)=O)C N-[2-(dimethylamino)ethyl]-5-[3-(prop-2-enamido)phenyl]-1H-pyrazolo[3,4-c]pyridine-3-carboxamide